2-[[6-chloro-3-(1,1-dioxo-3,6-dihydro-2H-thiopyran-4-yl)-4-quinolyl]amino]benzoic acid ClC=1C=C2C(=C(C=NC2=CC1)C=1CCS(CC1)(=O)=O)NC1=C(C(=O)O)C=CC=C1